1-methyl-cyclohexylisocyanat CC1(CCCCC1)N=C=O